NC1=C(C(=NC=N1)N1C[C@H]([C@@H](CC1)C(F)(F)F)N1C([C@@H](C\C=C/C1)NC1=CC(=CC(=C1)F)Cl)=O)F Trans-(R,Z)-1-(1-(6-amino-5-fluoropyrimidin-4-yl)-4-(trifluoromethyl)piperidin-3-yl)-3-(3-chloro-5-fluorophenylamino)-3,4-dihydro-1H-azepin-2(7H)-one